C/C(=C\\C=C\\C=O)/C=C/C=C(\\C)/C=O The molecule is an apo carotenoid compound arising from oxidative degradation of the beta,beta-carotene skeleton at the 8'- and 13-positions. It is a dialdehyde, an enal and an apo carotenoid.